C(C)(C)(C)[Si]1(OC[C@@H]2[C@@H](O1)[C@H]([C@@H](O2)CCCN)OC)C(C)(C)C 3-[(4aR,6S,7S,7aR)-2,2-di-tert-butyl-7-methoxy-tetrahydro-4H-furo[3,2-d][1,3,2]dioxasilin-6-yl]propan-1-amine